S(N)(=O)(=O)C=1C=C(C=CC1)C1=NN(C(=C1)C(=O)N)CC1CCOCC1 (3-sulfamoylphenyl)-1-((tetrahydro-2H-pyran-4-yl)methyl)-1H-pyrazole-5-carboxamide